CN1CCN(CC1)CCCOC(C(=O)OCCCCCCCC\C=C/CCCCCCCC)C(=O)OCCCCCCCC\C=C/CCCCCCCC di((Z)-octadec-9-en-1-yl) 2-(3-(4-methylpiperazin-1-yl)propoxy)malonate